C(CCCCCCC)OC(C1=CC(=C(C(=C1)O)O)O)=O 3,4,5-trihydroxybenzoic acid octyl ester